FC=1C=C2C=C(N(C2=CC1)S(=O)(=O)C1=CC=C(C)C=C1)C(CCCC)O 1-(5-Fluoro-1-tosyl-1H-indol-2-yl)pentan-1-ol